15-methyl-5-(morpholin-4-yl)-23-oxa-2,9,11,15,20,21,26-heptaazaheptacyclo[24.4.1.1^{1,28}.1^{13,17}.0^{2,10}.0^{3,8}.0^{18,22}]tritriaconta-3,5,7,9,13,17(33),18,21-octaene-12,16-dione CN1C=C2C(NC3=NC4=CC=C(C=C4N3C34CCC(CN(CCOC5=NNC=C5C(C1=O)=C2)C3)C4)N4CCOCC4)=O